BrC1=CC(=C(C(=O)Cl)C(=C1)F)CCC(=O)Cl 4-bromo-2-(3-chloro-3-oxopropyl)-6-fluorobenzoyl chloride